C=C(C(=O)O)C=C 2-methylene-3-butenoic acid